4-((S)-4-acryloyl-2-methylpiperazin-1-yl)-6-fluoro-7-(2-fluoro-6-hydroxyphenyl)-1-(4-isopropyl-2-(methylsulfonyl)pyridin-3-yl)pyridino[2,3-d]pyrimidin-2(1H)-one C(C=C)(=O)N1C[C@@H](N(CC1)C=1C2=C(N(C(N1)=O)C=1C(=NC=CC1C(C)C)S(=O)(=O)C)N=C(C(=C2)F)C2=C(C=CC=C2O)F)C